O=CCCC(=O)OCC ethyl 4-oxobutyrate